tert-butyl 7-(6-((14-((2-(2,6-dioxopiperidin-3-yl)-1,3-dioxoisoindolin-5-yl)oxy)-3,6,9,12-tetraoxatetradecyl)oxy)pyridin-3-yl)-5H-pyrido[4,3-b]indole-5-carboxylate O=C1NC(CCC1N1C(C2=CC=C(C=C2C1=O)OCCOCCOCCOCCOCCOC1=CC=C(C=N1)C=1C=CC=2C3=C(N(C2C1)C(=O)OC(C)(C)C)C=CN=C3)=O)=O